2-chloro-N-({4-[5-cyclopropyl-3-(trifluoromethyl)pyrazol-1-yl]phenyl}methyl)-5-nitropyrimidin-4-amine ClC1=NC=C(C(=N1)NCC1=CC=C(C=C1)N1N=C(C=C1C1CC1)C(F)(F)F)[N+](=O)[O-]